4-((1R,5S)-3,8-Diazabicyclo[3.2.1]octan-3-yl)-7-(8-ethynyl-7-fluoro-3-hydroxynaphthalen-1-yl)-2-((1-(pyrrolidin-1-ylmethyl)cyclopropyl)methoxy-d2)pyrimido[4,5-d]pyridazin-8(7H)-one [C@H]12CN(C[C@H](CC1)N2)C2=NC(=NC=1C(N(N=CC12)C1=CC(=CC2=CC=C(C(=C12)C#C)F)O)=O)OC([2H])([2H])C1(CC1)CN1CCCC1